CC1=NNC2=CC=C(C=C12)C1=CN=C2N1N=C(C=C2)N2[C@H]1CO[C@@H](C2)C1 (1R,4R)-5-(3-(3-methyl-1H-indazol-5-yl)imidazo[1,2-b]pyridazin-6-yl)-2-oxa-5-azabicyclo[2.2.1]heptane